IC12CC3C4=C(C(CC1C3)C2)C=CC=C4 7-iodo-5,6,7,8,9,10-hexahydro-5,8:7,10-dimethanobenzo[8]annulene